1-octylnonyl 8-({2-[4-(dimethylamino)butyroxy]ethyl}[5-(9-methyldecyloxycarbonyl) pentyl]amino)octanoate CN(CCCC(=O)OCCN(CCCCCCCC(=O)OC(CCCCCCCC)CCCCCCCC)CCCCCC(=O)OCCCCCCCCC(C)C)C